C[C@@H]1N(CC1)C=1C=2N(C=C(N1)C=1C=NN(C1)C1CN(C1)C(=O)OC(C)(C)C)C=CN2 tert-butyl 3-[4-[8-[(2S)-2-methylazetidin-1-yl]imidazo[1,2-a]pyrazin-6-yl]pyrazol-1-yl]azetidine-1-carboxylate